OC1=CC=C2C(C=COC2=C1)=O 7-hydroxy-chromone